amino-6-chloro-5-(4-fluorophenyl)pyrazine-2-carboxylic acid NC=1C(=NC(=C(N1)C1=CC=C(C=C1)F)Cl)C(=O)O